C(C)(C)(C)OC(=O)N1CCN(CC1)C1=CC=C(C=C1)B1OC(C(O1)(C)C)(C)C 4-(4-(4,4,5,5-tetramethyl-1,3,2-dioxaborolan-2-yl)phenyl)piperazine-1-carboxylic acid tert-butyl ester